NC=1C=C(C(=NC1)S(=O)(=O)NC=1SC(=C(N1)C1=CC(=C(C=C1)C1COC1)F)F)C 5-amino-N-(5-fluoro-4-(3-fluoro-4-(oxetan-3-yl)phenyl)thiazol-2-yl)-3-methylpyridine-2-sulfonamide